NC1=C(C(N(C2=CC(=CC=C12)Br)C1=CC=C(C=C1)N)=O)C(=O)OC([2H])([2H])[2H] methyl-d3 4-amino-1-(4-aminophenyl)-7-bromo-2-oxo-1,2-dihydroquinolin-3-carboxylate